2'-deoxy-5-azacytidylyl-(3'→5')-2'-deoxyguanosine [C@@H]1(C[C@H](OP(=O)(O)OC[C@@H]2[C@H](C[C@@H](O2)N2C=NC=3C(=O)NC(N)=NC23)O)[C@@H](CO)O1)N1C(=O)N=C(N)N=C1